ClC1=C(C=C(C=C1)C1=NN(C(=N1)CC(=O)N[C@@H]1C[C@H](C2=CC=CC=C12)O)CC)F 2-[3-(4-Chloro-3-fluorophenyl)-1-ethyl-1H-1,2,4-triazol-5-yl]-N-[(1R,3R)-3-hydroxy-2,3-dihydro-1H-inden-1-yl]acetamid